n-propyl-dimethoxymethylsilane C(CC)[SiH2]C(OC)OC